6-fluoro-3-(((3-fluoropyridin-2-yl)methyl)amino)-5-phenethyl-4H-benzo[e][1,2,4]-thiadiazine 1,1-dioxide FC=1C=CC2=C(NC(=NS2(=O)=O)NCC2=NC=CC=C2F)C1CCC1=CC=CC=C1